3,5-dimethyl-2-[7-[rel-(3S)-1-methyl-3-piperidyl]imidazo[1,2-a]pyrimidin-2-yl]phenol CC=1C(=C(C=C(C1)C)O)C=1N=C2N(C=CC(=N2)[C@@H]2CN(CCC2)C)C1 |o1:17|